C(C)(=O)NCCNCC(=O)O 2-[(2-acetamidoethyl)amino]acetic acid